ClC=1C(=C(CN2[C@@H](C[C@@](CC2)(C(=O)O)CC2=NC(=NC(=C2F)C)NC2=NNC(=C2)C)C)C=CC1)F (2R,4R)-1-(3-chloro-2-fluorobenzyl)-4-((5-fluoro-6-methyl-2-((5-methyl-1H-pyrazol-3-yl)amino)-pyrimidin-4-yl)methyl)-2-meth-ylpiperidine-4-carboxylic acid